bicyclo[2.2.1]heptane-1-carboxamide C12(CCC(CC1)C2)C(=O)N